(E)-2-(1,3-dithian-2-yl)-3,4-diphenyl-6-styryl-4H-pyran S1C(SCCC1)C=1OC(=CC(C1C1=CC=CC=C1)C1=CC=CC=C1)\C=C\C1=CC=CC=C1